CCC(C)(C)OOC1(CCCCC1)OOC(C)(C)CC cyclohexylidenebis[tert-amyl] peroxide